C1NCC12CCC(CC2)=O 2-azaspiro[3.5]nonan-7-one